CCCCCCCCCC1=C(C(=C(C=C1)O)CCCCCCCCC)CCCCCCCCC trinonylphenol